C[C@H]1CC[C@H](CN1)NC=1C2=C(N=CN1)NC=C2 N-((3R,6S)-6-methylpiperidin-3-yl)-7H-pyrrolo[2,3-d]pyrimidin-4-amine